{3-[7-(3,6-Dihydro-2H-pyran-4-yl)-quinazolin-4-yl]-4-fluoro-phenyl}-thiazol-2-ylmethanol O1CCC(=CC1)C1=CC=C2C(=NC=NC2=C1)C=1C=C(C=CC1F)C(O)C=1SC=CN1